C(C)(C)(C)N1C[C@@H]([C@@H](C1)C1=CC=CC=C1)C(=O)NC=1C=CC=C2C=CC=NC12 tert-Butyl-(3R,4R)-4-Phenyl-N-(quinolin-8-yl)pyrrolidine-3-carboxamide